Methyl (S)-2-amino-3-cyclohexyl-2-(2-nitrophenyl)propanoate N[C@@](C(=O)OC)(CC1CCCCC1)C1=C(C=CC=C1)[N+](=O)[O-]